Cl.FC(C=1C=CC(=NC1)C1C2CCC(CN1)O2)(F)F 2-(5-(trifluoromethyl)pyridin-2-yl)-8-oxa-3-azabicyclo[3.2.1]octane hydrochloride